(Z)-3-(5-(4-(4-(4-(1-(4-hydroxyphenyl)-2-phenylbut-1-en-1-yl)phenoxy)butyl)piperazin-1-yl)-1-oxoisoindolin-2-yl)piperidine-2,6-dione OC1=CC=C(C=C1)/C(=C(\CC)/C1=CC=CC=C1)/C1=CC=C(OCCCCN2CCN(CC2)C=2C=C3CN(C(C3=CC2)=O)C2C(NC(CC2)=O)=O)C=C1